C1(CCCC1)N1C(CN(C=2C(N[C@](NC12)(N)NC1=C(C=C2CCCN(C2=C1)C(CN1CCN(CC1)CCO)=O)OC)=O)C)CC (R)-8-cyclopentyl-7-ethyl-2-{{1-{2-[4-(2-hydroxyethyl)piperazin-1-yl]acetyl}-6-methoxy-1,2,3,4-tetrahydroquinolin-7-yl}amino}-5-methyl-7,8-dihydropterin